ethyl imidazo[1,5-a]pyrazine-3-carboxylate C=1N=C(N2C1C=NC=C2)C(=O)OCC